(E)-(1-(4-(dimethylamino)but-2-enoyl)pyrrolidin-2-yl)methyl 4-((8-isopropyl-2-methylpyrazolo[1,5-a][1,3,5]triazine-4-yl)amino)piperidine-1-carboxylate C(C)(C)C=1C=NN2C1N=C(N=C2NC2CCN(CC2)C(=O)OCC2N(CCC2)C(\C=C\CN(C)C)=O)C